ClC=1C=C(C=CC1F)NC(N(CC1=CN=C(C2=CC=CC=C12)OC)CC1CC1)=O 3-(3-chloro-4-fluorophenyl)-1-(cyclopropylmethyl)-1-((1-methoxyisoquinolin-4-yl)methyl)urea